[Si](C)(C)(C(C)(C)C)OCCN 2-((Tert-Butyldimethylsilyl)oxy)ethan-1-amine